C(C)(C)(C)OC(=O)N1[C@@H]2C(=C[C@H]1CC2)C(F)(F)F (1S,4R)-2-(trifluoromethyl)-7-azabicyclo[2.2.1]hept-2-ene-7-carboxylic acid tert-butyl ester